BrC1=CC=CC2=C1SC=C2\C=C(/C(=O)OC(C)C)\C(=O)C2CC2 Isopropyl (Z)-3-(7-bromobenzo[b]thiophen-3-yl)-2-(cyclopropanecarbonyl)acrylate